CN1CCN(CC1)C=1C=C2C(=NC1)NC=C2C=2C=C1C(=NC=NC1=CC2)OC2CCN(CC2)C 6-(5-(4-methylpiperazin-1-yl)-1H-pyrrolo[2,3-b]pyridin-3-yl)-4-((1-methylpiperidin-4-yl)oxy)quinazoline